ClC=1C(=NC(=NC1)NC1=CC(=C(C=C1)F)[N+](=O)[O-])NC1=C(C=CC=C1)P(C)C (2-((5-chloro-2-((4-fluoro-3-nitrophenyl)amino)pyrimidin-4-yl)amino)phenyl)dimethylphosphine